racemic-1-(5-chloropyridazin-3-yl)-3-(isoquinolin-4-yl)-2-oxoimidazoline-4-carbonitrile ClC=1C=C(N=NC1)N1C(N([C@H](C1)C#N)C1=CN=CC2=CC=CC=C12)=O |r|